COC1=C(C=C(C=N1)C=1CN(CCC1)C(=O)OC(C)(C)C)S(NC)(=O)=O tert-butyl 6'-methoxy-5'-(N-methylsulfamoyl)-5,6-dihydro-[3,3'-bipyridine]-1(2H)-carboxylate